C1(C=CC=C1)[Ti](C1=C(C(=CC=C1F)CN1C=CC=C1)F)(C1=C(C(=CC=C1F)CN1C=CC=C1)F)C1C=CC=C1 di(cyclopentadienyl)-bis[2,6-difluoro-3-((1H-pyrrol-1-yl)methyl)phenyl]titanium